C1(CC1)OC1=C(C(=CC=C1)F)N1CCNCC1 1-(2-Cyclopropoxy-6-fluorophenyl)piperazine